fluorophenylacetyl-tetrahydro-β-carboline FC1(NCCC=2C3=CC=CC=C3NC12)C(CC1=CC=CC=C1)=O